tetramethoxyborate CO[B-](OC)(OC)OC